1-[(3bR,4aR)-1-{2-[4-(2,3-Dimethylphenyl)piperazin-1-yl]-2-oxoethyl}-3b,4,4a,5-tetrahydro-1H-cyclopropa[3,4]cyclopenta[1,2-c]pyrazol-3-carbonyl]-4-methylpiperidin-4-carboxamid CC1=C(C=CC=C1C)N1CCN(CC1)C(CN1N=C(C2=C1C[C@@H]1[C@H]2C1)C(=O)N1CCC(CC1)(C(=O)N)C)=O